BrC=1C=C2C=C(C(=NC2=CC1)OC)[C@H]([C@](CCN(C)C)(O)C1=CC=CC2=CC=CC=C12)C1=CC=CC=C1 (1R,2S)-1-(6-bromo-2-methoxy-3-quinolyl)-4-dimethylamino-2-(1-naphthyl)-1-phenyl-2-butanol